(1,4-Phenylene)dimaleimide C1(=CC=C(C=C1)C=1C(=O)NC(C1)=O)C=1C(=O)NC(C1)=O